C(=O)O.COC1=C(C=CC(=C1)C(F)(F)F)C=1C=2N(C(=NN1)N[C@H]1CN(CCC1)C)C=NC2 1-[2-methoxy-4-(trifluoromethyl)phenyl]-N-[(3R)-1-methylpiperidin-3-yl]imidazo[1,5-d][1,2,4]triazin-4-amine formate